tert-butyl 7-[(diethoxyphosphoryl)(hydroxy)methyl]naphthalene-2-carboxylate C(C)OP(=O)(OCC)C(C1=CC=C2C=CC(=CC2=C1)C(=O)OC(C)(C)C)O